Cl.N1(CC(C1)N1CCC(CC1)N1N=C(C=2C(=NC=CC21)C(C2=CC=CC=C2)C2=C(C=CC(=C2C(=O)N)OC)F)N)C2CNC2 6-(1-([1,3'-Biazetidin-3-yl]piperidin-4-yl)-3-amino-1H-pyrazolo[4,3-c]pyridin-4-ylbenzyl)-5-fluoro-2-methoxybenzamide hydrochloride